N-propylethan-1-amine C(CC)NCC